4-methyl-5-methylsulfanyl-1,2,4-triazol CN1C=NN=C1SC